CCC(CC)OOC(CCCCCCC(CCCCCCCCCC)N(C(CCCCN1CCCC1)=O)CCCCCCCCCC)=O 8-(N-decyl-5-(pyrrolidin-1-yl)pentanamido)octadecanoic acid 3-pentyloxy ester